tert-butyl (mesylylsulfonyl)oxycarbamate S(C)(=O)(=O)S(=O)(=O)ONC(OC(C)(C)C)=O